N-((1S)-(4,4-difluorocyclohexyl)(6-(((5R)-2-oxo-5-(trifluoromethyl)piperidin-3-yl)methyl)imidazo[1,2-b]pyridazin-2-yl)methyl)-1-(2-fluoroethyl)-1H-1,2,3-triazole-5-carboxamide FC1(CCC(CC1)[C@H](NC(=O)C1=CN=NN1CCF)C=1N=C2N(N=C(C=C2)CC2C(NC[C@@H](C2)C(F)(F)F)=O)C1)F